C(C)(C)C(C(=O)O)CCCCCCCCCCCCCC(C)C.C(CCCCCCCCCCCCCCC(C)C)(=O)OC(C)C Isopropyl isostearate (ISOPROPYL ISOSTEARATE)